CN(CCOC1(CC1)C(=O)O)C 1-(2-(dimethylamino)ethoxy)cyclopropan-1-formic acid